CC(C)(C)[S@](=O)N (S)-(-)-tert-butylsulfinamide